9-(4-chloro-2-fluoro-phenyl)-7-[(2S,4R)-2-[6-keto-1-(2,2,2-trifluoroethyl)-3-pyridyl]tetrahydropyran-4-yl]-2,3-dimethyl-pyrimido[1,2-b]pyridazin-4-one ClC1=CC(=C(C=C1)C=1C=2N(N=C(C1)[C@H]1C[C@H](OCC1)C1=CN(C(C=C1)=O)CC(F)(F)F)C(C(=C(N2)C)C)=O)F